N-{[3-(difluoromethoxy)phenyl]methyl}-2-methyl-5-[(pyridin-2-yl)methoxy]-2H-indazole-3-carboxamide FC(OC=1C=C(C=CC1)CNC(=O)C=1N(N=C2C=CC(=CC12)OCC1=NC=CC=C1)C)F